FC1=C(C(=O)N)C=CC=C1F 2,3-difluoro-benzamide